O=C1N[C@@H]2[C@H](N1)CS[C@@H]2CCCCC(=O)OC2=CC=CC=C2 phenyl 5-((3aR,4R,6aS)-2-oxohexahydro-1H-thieno[3,4-d]imidazol-4-yl)pentanoate